4-Chloro-5-(4-fluoro-3-methoxyphenyl)-5-methyl-2-(8-(3,3,4,4,4-pentafluorobutyl)imidazo[1,2-a]pyrazin-6-yl)-5,7-dihydro-6H-pyrrolo[2,3-d]pyrimidin-6-one ClC=1C2=C(N=C(N1)C=1N=C(C=3N(C1)C=CN3)CCC(C(F)(F)F)(F)F)NC(C2(C)C2=CC(=C(C=C2)F)OC)=O